(Z)-1-(4-amino-2-fluorobut-2-en-1-yl)-4-(5-(N-cyclopropylsulfamoyl)-2-methoxyphenyl)-N-methoxy-1H-benzo[d][1,2,3]triazole-6-carboxamide NC\C=C(\CN1N=NC2=C1C=C(C=C2C2=C(C=CC(=C2)S(NC2CC2)(=O)=O)OC)C(=O)NOC)/F